5-Amino-3-(4-chloro-2,3-difluoro-phenyl)-1-tetrahydropyran-3-yl-pyrazole-4-carbonitrile NC1=C(C(=NN1C1COCCC1)C1=C(C(=C(C=C1)Cl)F)F)C#N